(5s,7s)-2-cyclopropylsulfonyl-7-fluoro-5-(2,3,5-trifluorophenyl)-6,7-dihydro-5H-pyrrolo[1,2-b][1,2,4]triazole C1(CC1)S(=O)(=O)C=1N=C2N(N1)[C@@H](C[C@@H]2F)C2=C(C(=CC(=C2)F)F)F